NCCNCCN1CC1 N-(2-aminoethyl)-1-aziridine-ethanamine